1-(Cyclopropylmethyl)-6-(1-hydroxy-1-methyl-ethyl)pyrrolo[2,3-b]pyridine-2-carboxylic acid methyl ester COC(=O)C1=CC=2C(=NC(=CC2)C(C)(C)O)N1CC1CC1